3-chloro-2,5-dimethylbenzene-1-sulfonyl chloride ClC=1C(=C(C=C(C1)C)S(=O)(=O)Cl)C